(E)-3-(Heptadec-10-enyl)benzene-1,2-diol C(CCCCCCCC\C=C\CCCCCC)C1=C(C(=CC=C1)O)O